CN1N=CC(=C1)C=1C=CC=2N(C1)N=CC2N2CCN(CC2)C(=O)O[C@H](C)C2=NC=C(C=C2)C (R)-1-(5-methylpyridin-2-yl)ethyl 4-(6-(1-methyl-1H-pyrazol-4-yl)pyrazolo[1,5-a]pyridin-3-yl)piperazine-1-carboxylate